2-amino-3-(5-hydroxy-2-methylphenyl)-5-(pyridin-4-yl)benzamide NC1=C(C(=O)N)C=C(C=C1C1=C(C=CC(=C1)O)C)C1=CC=NC=C1